NC=1C=CC(=NC1C)C1=CNC2=C(C=C(C=C12)C)C#N 3-(5-amino-6-methylpyridin-2-yl)-5-methyl-1H-indole-7-carbonitrile